N-(2-hydroxyphenyl)maleimide OC1=C(C=CC=C1)N1C(C=CC1=O)=O